NC1=NC=NN2C1=C(C=C2[C@@H]2CC[C@@H](CC2)O)C2=CC=C(C=C2)C2=C(C(N(C=C2)C2=CC=C(C=C2)F)=O)C(=O)N {4-[4-amino-7-(cis-4-hydroxycyclohexyl)pyrrolo[2,1-f][1,2,4]triazin-5-yl]phenyl}-1-(4-fluorophenyl)-2-oxo-1,2-dihydropyridine-3-carboxamide